(R)-6-(1-(2-(1-cyanopyrrolidin-3-yl)acetyl)azetidin-3-yl)nicotinonitrile C(#N)N1C[C@H](CC1)CC(=O)N1CC(C1)C1=NC=C(C#N)C=C1